NCC1=CC=C(C=C1)C1=CC(=C(C=C1)F)S(=O)(=O)N1CCC2(C[C@H](CO2)NC[C@@H](COC2=CC(=CC=C2)S(=O)(=O)C2(CC2)CO)O)CC1 (S)-1-((R)-8-(4'-(aminomethyl)-4-fluorobiphenyl-3-ylsulfonyl)-1-oxa-8-azaspiro[4.5]decan-3-ylamino)-3-(3-(1-(hydroxymethyl)cyclopropylsulfonyl)phenoxy)propan-2-ol